1-[5-(7-amino-2,6-naphthyridin-3-yl)-4-methylpyridin-2-yl]butan-1-ol NC1=NC=C2C=C(N=CC2=C1)C=1C(=CC(=NC1)C(CCC)O)C